(S)-3-methyl-3-((1-(methylsulfonyl)-2-(trimethylsilyl)-1H-indol-3-yl)methyl)-2,3-dihydro-1H-inden-1-one C[C@@]1(CC(C2=CC=CC=C12)=O)CC1=C(N(C2=CC=CC=C12)S(=O)(=O)C)[Si](C)(C)C